C1(=CC=CC=C1)C(C(SC1=CC=CC=C1)S(=O)(=O)C1=CC=CC=C1)=O 1-phenyl-2-(benzenesulfonyl)-2-(phenylthio)ethan-1-one